C(=C)SC1=C(C2=CC=CC=C2C=C1)SC=C Bis(vinylthio)naphthalene